CC(C)N1CCC(CC1)N1CCN(CCC1)C1=CC=CC(=N1)C=1NC2=CC(=CC=C2C1)C#N 2-(6-{4-[1-(Propan-2-yl)piperidin-4-yl]-1,4-diazepan-1-yl}pyridine-2-yl)-1H-indole-6-carbonitrile